O[C@H]1[C@@H](NCC1)C=O ((2r,3r)-3-hydroxypyrrolidin-2-yl)methanone